1,5-diazocane dihydrobromide Br.Br.N1CCCNCCC1